CC(=O)N[C@@H]1[C@H]([C@H]([C@H](O[C@H]1O)CO)O)O[C@H]2[C@@H]([C@H](C=C(O2)C(=O)O)O)OS(=O)(=O)O The molecule is an oligosaccharide sulfate that is 2-acetamido-2-deoxy-3-O-(4-deoxy-alpha-L-threo-hex-4-enopyranuronosyl)-beta-D-galactopyranose in which the hydroxy group at position 2 of the 4-deoxy-hex-4-enopyranuronosyl moiety is converted to the corresponding sulfate derivative. It derives from a beta-D-4-deoxy-Delta(4)-GlcpA-(1->3)-beta-D-GalpNAc. It is a conjugate acid of a 4-deoxy-Delta(4)-beta-D-GlcpA2S-(1->3)-beta-D-GalpNAc(2-).